CC1([N@](O1)S(=O)(=O)C1=CC=CC=C1)C1=CC=CC=C1 (R)-3-methyl-3-phenyl-2-(benzenesulfonyl)-1,2-oxaziridine